3-(6-(2-(4-(4-(4-((1R,2S)-6-hydroxy-2-phenyl-1,2,3,4-tetrahydronaphthalen-1-yl)phenoxy)butyl)piperazin-1-yl)-2-oxoethoxy)-1-methyl-1H-indazol-3-yl)piperidine-2,6-dione OC=1C=C2CC[C@@H]([C@@H](C2=CC1)C1=CC=C(OCCCCN2CCN(CC2)C(COC2=CC=C3C(=NN(C3=C2)C)C2C(NC(CC2)=O)=O)=O)C=C1)C1=CC=CC=C1